C1(CC1)[C@H]1N(CCNC1=O)C(=O)N |o1:3| (R or S)-2-cyclopropyl-3-oxopiperazine-1-carboxamide